6-(morpholine-4-carbonyl)-4-(naphthalen-1-yl)quinolin N1(CCOCC1)C(=O)C=1C=C2C(=CC=NC2=CC1)C1=CC=CC2=CC=CC=C12